bis(salicylidene)diethylenetriamine C(C=1C(O)=CC=CC1)=NCCNCCN=CC=1C(O)=CC=CC1